NCC1=CC(=CNC1=O)C1CN(CCC1(F)F)C(C(=O)NC1=NC=C(C=C1)OC1=CC=CC=C1)C 2-(3-(5-(aminomethyl)-6-oxo-1,6-dihydropyridin-3-yl)-4,4-difluoropiperidin-1-yl)-N-(5-phenoxypyridin-2-yl)propionamide